C=C(C(=O)[O-])CC1=CC(=C(C(=C1)C(C)(C)C)O)C(C)(C)C methylene-3-(3',5'-di-tert-butyl-4'-hydroxyphenyl)-propionate